5-(3-(2H-benzo[d][1,2,3]triazol-2-yl)-4-hydroxyphenylethyl) 1-(tert-butyl) (tert-butoxycarbonyl)-L-glutamate C(C)(C)(C)OC(=O)N[C@@H](CCC(=O)OCCC1=CC(=C(C=C1)O)N1N=C2C(=N1)C=CC=C2)C(=O)OC(C)(C)C